2-(4-chloro-2-hydroxyphenyl)imidazole ClC1=CC(=C(C=C1)C=1NC=CN1)O